BrC=1C=C(SC1)[C@H](C)N[S@](=O)C(C)(C)C (R)-N-((S)-1-(4-bromothiophen-2-yl)ethyl)-2-methylpropan-2-sulfinamide